ethyl 5-(2-chloro-5-(isobutyramidomethyl)benzamido)-1-(3-methoxypropyl)-1H-indole-2-carboxylate ClC1=C(C(=O)NC=2C=C3C=C(N(C3=CC2)CCCOC)C(=O)OCC)C=C(C=C1)CNC(C(C)C)=O